FC=1C=C(C(=O)O)C=C(C1)OCOC 3-fluoro-5-(methoxymethoxy)benzoic acid